ethyl 4-(2-fluoro-6-(methoxymethoxy)-8-(4,4,5,5-tetramethyl-1,3,2-dioxaborolan-2-yl)naphthalen-1-yl)but-3-ynoate FC1=C(C2=C(C=C(C=C2C=C1)OCOC)B1OC(C(O1)(C)C)(C)C)C#CCC(=O)OCC